(3R,7S)-2-(3,4-Dichlorobenzoyl)-7-(hydroxymethyl)-3-methyl-9-(1-(4-(methylsulfonyl)phenyl)ethyl)-1,2,3,4,8,9-hexahydropyrido[4',3':3,4]pyrazolo[1,5-a]pyrazin-10(7H)-one ClC=1C=C(C(=O)N2CC=3C(=NN4C3C(N(C[C@H]4CO)C(C)C4=CC=C(C=C4)S(=O)(=O)C)=O)C[C@H]2C)C=CC1Cl